S(C)(=O)(=O)O.N(C1=CC=CC=C1)[C@H](C(=O)O)CCC(C)(C)C (S)-2-anilino-5,5-dimethylhexanoic acid mesylate